FC=1C=C2C3=C(NC2=C(C1)NC)N=CC(=C3N3CC(CC3)CO)C=3C=C1C(C(=CN(C1=NC3)C)C(=O)O)=O 6-[6-fluoro-4-[3-(hydroxymethyl)pyrrolidin-1-yl]-8-(methylamino)-9H-pyrido[2,3-b]indol-3-yl]-1-methyl-4-oxo-1,8-naphthyridine-3-carboxylic acid